NC1=CC=C(C=C1)[C@@H]1CC[C@H](CC1)C1=CC=C(C=C1)N 1,4-bis(4-aminophenyl)-trans-cyclohexane